ClC=1C(=CC=C2C=CC=C(C12)N1CC=2N=C(N=C(C2CC1)NCCNC)OC[C@H]1N(CCC1)C)F (S)-N1-(7-(8-chloro-7-fluoronaphthalen-1-yl)-2-((1-methylpyrrolidin-2-yl)methoxy)-5,6,7,8-tetrahydropyrido[3,4-d]pyrimidin-4-yl)-N'-methylethane-1,2-diamine